C(C)(C)(C)OC(=O)NCC(C(=O)O)C1=CC(=C(C=C1)CO[Si](C)(C)C(C)(C)C)OC 3-[(tert-butoxycarbonyl)amino]-2-(4-{[(tert-butyldimethylsilyl)oxy]methyl}-3-methoxyphenyl)propanoic acid